thiomorpholine S-oxide N1CCS(CC1)=O